FC(C(=O)O)(F)F.C(C)(C)(C)OC(=O)N[C@@H](CC=C)C1=NC=CC(=C1)B(O)O (S)-(2-(1-((tert-butoxycarbonyl)amino)but-3-en-1-yl)pyridin-4-yl)boronic acid trifluoroacetate